N6',N6',N10',N10'-tetrakis{4-(tert-butyl)phenyl}spiro(fluorene-9,8'-fluoreno[3,4-b]benzofuran)-6',10'-diamine C(C)(C)(C)C1=CC=C(C=C1)N(C1=CC=2C3(C=4C=C(C=CC4C2C2=C1OC1=C2C=CC=C1)N(C1=CC=C(C=C1)C(C)(C)C)C1=CC=C(C=C1)C(C)(C)C)C1=CC=CC=C1C=1C=CC=CC13)C1=CC=C(C=C1)C(C)(C)C